4-methyl-tryptophan CC=1C=CC=C2NC=C(C[C@H](N)C(=O)O)C12